6-(2,1,3-benzothiadiazol-5-yl)-5-[4-[(3S)-1-(3-fluoropropyl)pyrrolidin-3-yl]oxyphenyl]-8,9-dihydro-7H-benzo[7]annulen-2-ol N=1SN=C2C1C=CC(=C2)C2=C(C1=C(CCC2)C=C(C=C1)O)C1=CC=C(C=C1)O[C@@H]1CN(CC1)CCCF